[Si]=O.[Al].[Ti] titanium-aluminum-silicon oxide